O=C1N(C2=C(N1CC(=O)OCC)C=CC=C2)C2=CC=C(C=C2)B2OC(C(O2)(C)C)(C)C ethyl 2-[2-oxo-3-[4-(4,4,5,5-tetramethyl-1,3,2-dioxaborolan-2-yl)phenyl]benzimidazol-1-yl]acetate